ClC=1C(=NC=CC1C(=O)NC1(CC1)C)NC1=C(C=C(C=C1)C(N=C1NCCN1)=O)C1CC1 3-chloro-2-[(2-cyclopropyl-4-{[imidazolidin-2-ylidene]carbamoyl}phenyl)amino]-N-(1-methylcyclopropyl)pyridine-4-carboxamide